ClC1=CC=C(C=C1)N1C(CCCC12CCNCC2)=O 1-(4-chlorophenyl)-1,9-diazaspiro[5.5]undecan-2-one